(S)-7-(4-(4,5-difluoro-2-(oxetan-3-yloxy)phenyl)piperidin-1-yl)-5-oxa-2-azaspiro[3.4]octane FC1=CC(=C(C=C1F)C1CCN(CC1)[C@@H]1COC2(CNC2)C1)OC1COC1